S(=O)(=O)(O[C@H]1CC[C@@]2([C@H]3CC[C@@]4([C@H](CC[C@H]4[C@@H]3CC[C@H]2C1)[C@@H](CCCC(C)C)C)C)C)[O-].[NH4+] Ammonium [(3S,5S,8R,9S,10S,13R,14S,17R)-17-[(1R)-1,5-dimethylhexyl]-10,13-dimethyl-2,3,4,5,6,7,8,9,11,12,14,15,16,17-tetradecahydro-1H-cyclopenta[a]phenanthren-3-yl] sulfate